FC(C1=CC=C(C=C1)CNC1CNC1)(F)F N-[[4-(trifluoro-methyl)phenyl]methyl]azetidin-3-amine